(2S,3R,5R)-4-[[3-(3,4-Difluoro-2-methoxy-phenyl)-5-(trifluoromethyl)tetrahydrofuran-2-carbonyl]amino]pyridin-2-carboxamid FC=1C(=C(C=CC1F)[C@@H]1[C@H](O[C@H](C1)C(F)(F)F)C(=O)NC1=CC(=NC=C1)C(=O)N)OC